methylenebis(4,6-di-t-butylphenyl) octylphosphite C(CCCCCCC)P1(OC2=C(C=C(C=C2C(C)(C)C)C(C)(C)C)CC2=C(C(=CC(=C2)C(C)(C)C)C(C)(C)C)O1)[O-]